C(C)(C)(C)OC(=O)NN T-Butoxycarbonyl-hydrazine